FC(C1=C(C=NN1C=1C=2C3=C(C(NC3=CC1)=O)C=CC2)C(=O)NC2=CC(=NC=C2)C(F)(F)F)F 5-difluoromethyl-1-(2-oxo-1,2-dihydrobenzo[cd]indol-6-yl)-N-(2-trifluoromethylpyridine-4-yl)-1H-pyrazole-4-carboxamide